2-cyano-3-methyl-1-(pyridin-3-yl)but-1-en-1-olate C(#N)C(=C([O-])C=1C=NC=CC1)C(C)C